CC1=C(SC=C1)NC1=C(C(=O)O)C=C(C=C1)C(F)(F)F 2-((3-methyl-thiophen-2-yl)-amino)-5-(trifluoromethyl)benzoic acid